C1(CC1)OC=1C=C(C(=O)O)C=C(C1C)OC1CC1 3,5-bis(cyclopropyloxy)-4-methylbenzoic acid